(4-{2-[2-(2-aminoethoxy)ethoxy]ethyl}-3-methyl-2-oxo-1,3-benzodiazol-1-yl)piperidine-2,6-dione hydrochloride Cl.NCCOCCOCCC1=CC=CC=2N(C(N(C21)C)=O)N2C(CCCC2=O)=O